9-(piperidine-4-oxy)-2-bromobenzo[4,5]imidazo[1,2-a]pyridine N1CCC(CC1)OC1=CC=CC=2N=C3N(C=C(C=C3)Br)C21